COC1=C(CC=2C(=C(C=C(C2F)F)S(=O)(=O)NC2=NC=NS2)F)C=CC(=C1)OC 2,4-dimethoxybenzyl-2,4,5-trifluoro-N-(1,2,4-thiadiazol-5-yl)-benzenesulfonamide